ClC=1C=CC(=C(C1)[C@H]([C@@H](C)C=1N(C(C(=C(N1)C(=O)NC=1C=NOC1)O)=O)C)C1=CC=CC=C1)C#N 2-((1R,2R)-1-(5-chloro-2-cyanophenyl)-1-phenylpropan-2-yl)-5-hydroxy-N-(isoxazol-4-yl)-1-methyl-6-oxo-1,6-dihydropyrimidine-4-carboxamide